C(=O)(OCC1C2=CC=CC=C2C2=CC=CC=C12)NCCCC[C@H](N)C(=O)O Nε-(Fmoc)-L-lysine